1-(methylamino)-4-phenyl-6-(trifluoromethyl)pyrido[1,2-c]pyrimidine-3-One CNC1=NC(C(=C2N1C=CC(=C2)C(F)(F)F)C2=CC=CC=C2)=O